FC1=C(C=O)C(=CC=C1OC)S(=O)(=O)N1CCOCC1 2-fluoro-3-methoxy-6-(morpholinosulfonyl)benzaldehyde